Propylformat C(CC)OC=O